N-(1-(1-(1-acetylpiperidin-4-yl)azetidin-3-yl)-3-(difluoromethyl)-1H-pyrazol-4-yl)-6-(1-(2,2,2-trifluoroethyl)-1H-pyrazol-4-yl)-2-pyridineamide C(C)(=O)N1CCC(CC1)N1CC(C1)N1N=C(C(=C1)NC(=O)C1=NC(=CC=C1)C=1C=NN(C1)CC(F)(F)F)C(F)F